Ethanolamine hydrochloride Cl.C(O)CN